2-(4-methylbenzyl)-2-(dimethylamino)-1-(morpholinophenyl)-1-butanone CC1=CC=C(CC(C(=O)C2=C(C=CC=C2)N2CCOCC2)(CC)N(C)C)C=C1